BrC1=C(C(=CC=C1)Cl)S(=O)(=O)NC=1C=NN(C1)C(=O)OC(C)(C)C tert-butyl 4-((2-bromo-6-chlorophenyl) sulfonylamino)-1H-pyrazole-1-carboxylate